ClC1=NC=C(C(=C1)OC(F)F)C=1C=NN(C1)C 2-chloro-4-(difluoromethoxy)-5-(1-methyl-1H-pyrazol-4-yl)pyridine